BrC1=NN2C(C(NC[C@@H]2CCCCO[Si](C2=CC=CC=C2)(C2=CC=CC=C2)C(C)(C)C)=O)=C1 (7S)-2-bromo-7-[4-[tert-butyl(diphenyl)silyl]oxybutyl]-6,7-dihydro-5H-pyrazolo[1,5-a]pyrazin-4-one